C(C)OC(=O)C=1N(S(C2=C(C1O)C=CC=C2)(=O)=O)C 4-hydroxy-2-methyl-2H-1,2-benzothiazine-3-carboxylic acid ethyl ester-1,1-dioxide